C(#N)C1=C(OC2=C(OCC(=O)OCC#N)C=CC=C2)C=C(C(=C1)F)N1C(N(C(=CC1=O)C(F)(F)F)C)=O cyanomethyl (2-{2-cyano-4-fluoro-5-[3-methyl-2,6-dioxo-4-(trifluoromethyl)-3,6-dihydropyrimidin-1(2H)-yl]phenoxy}phenoxy)acetate